(6S)-6-({2-[1-(Propan-2-yl)-1H-pyrazol-4-yl]-7-(trifluoromethyl)[1,2,4]triazolo[1,5-c]quinazolin-5-yl}amino)-1,4-thiazepan-5-one CC(C)N1N=CC(=C1)C1=NN2C(=NC=3C(=CC=CC3C2=N1)C(F)(F)F)N[C@H]1C(NCCSC1)=O